neopentyl ethenesulfonate C(=C)S(=O)(=O)OCC(C)(C)C